N-(6-aminobenzo[d]thiazol-2-yl)-3-hydroxypyridinecarboxamide NC1=CC2=C(N=C(S2)NC(=O)C2=NC=CC=C2O)C=C1